2,5-diaminoterephthalic acid dimethyl ester COC(C1=C(C=C(C(=O)OC)C(=C1)N)N)=O